CC(CN)C(=O)O The molecule is a beta-amino-acid that is isobutyric acid in which one of the methyl hydrogens is substituted by an amino group. It has a role as a metabolite. It derives from an isobutyric acid. It is a conjugate acid of a 3-aminoisobutyrate. It is a tautomer of a 3-aminoisobutanoic acid zwitterion.